(R)-N-(3-(5-fluoro-2-((1-(1-methylpiperidin-4-yl)-1H-pyrazol-4-yl)amino)pyrimidin-4-yl)-1H-indol-7-yl)-3-methoxy-2-(4-methylpiperazin-1-yl)propanamide FC=1C(=NC(=NC1)NC=1C=NN(C1)C1CCN(CC1)C)C1=CNC2=C(C=CC=C12)NC([C@@H](COC)N1CCN(CC1)C)=O